BrC1=C(C(=C2C(=NC(=NC2=C1F)SC)O)F)I 7-bromo-5,8-difluoro-6-iodo-2-(methylthio)quinazolin-4-ol